ClC=1C=C(C(=O)N[C@H](C)C2=NC(=NN2C2=NC=CC=N2)C(=O)N)C=C(C1)C(F)(F)F |r| racemic-5-[1-[[3-chloro-5-(trifluoromethyl)benzoyl]amino]ethyl]-1-pyrimidin-2-yl-1,2,4-triazole-3-carboxamide